tert-butyl (2R,5S)-4-(6,7-dichloro-1-(2-isopropyl-4-(methylthio)pyridin-3-yl)-2-carbonyl-1,2-Dihydropyrido[2,3-d]pyrimidin-4-yl)-2,5-dimethylpiperazine-1-carboxylate ClC1=CC2=C(N(C(N=C2N2C[C@H](N(C[C@@H]2C)C(=O)OC(C)(C)C)C)=C=O)C=2C(=NC=CC2SC)C(C)C)N=C1Cl